COC=1C(=NC=CC1)C=O 3-METHOXY-PYRIDINE-2-CARBALDEHYDE